C(C(C)C)[Si](COCCC)(COCCC)CC(C)C diisobutylbis(propoxymethyl)silane